methyl 4-[(3-{[(tert-butyldimethylsilyl)oxy]methyl}-6-(5-chloro-2-fluorophenyl)pyridazin-4-yl)amino]-7-[2-(4-methylpiperazin-1-yl)ethoxy]quinoline-6-carboxylate [Si](C)(C)(C(C)(C)C)OCC=1N=NC(=CC1NC1=CC=NC2=CC(=C(C=C12)C(=O)OC)OCCN1CCN(CC1)C)C1=C(C=CC(=C1)Cl)F